ClC1=C(C(=O)NC2=C3C=NN(C3=CC=C2)C2=CC(=C(C=C2)OC)C(F)(F)F)C=C(C=C1)CNC(=O)C1(CC1)C(F)(F)F 2-Chloro-N-{1-[4-methoxy-3-(trifluoromethyl)phenyl]-1H-indazol-4-yl}-5-[({[1-(trifluoromethyl)cyclopropyl]carbonyl}amino)methyl]benzamide